C(C)N(CC)C=1C(OC2=CC=CC=C2C1)=O (diethyl-amino)coumarin